ClC1=C(C=CC=C1C1=C(C(=NC=C1)C1=CC(=C(C=C1)CNCC1NC(CC1)=O)OC)Cl)NC1=NC=CC(=C1F)CN1CC(C1)C(=O)O 1-((2-((2-chloro-3-(3-chloro-2-(3-methoxy-4-((((5-oxopyrrolidin-2-yl)methyl)amino)methyl)phenyl)pyridin-4-yl)phenyl)amino)-3-fluoropyridin-4-yl)methyl)azetidine-3-carboxylic acid